C(CCCCCCCCCCCCCCCCC)OC(C(C(=O)OCCCCCCCCCCCCCCCCCC)CC1=CC(=C(C(=C1)CC)O)C(C)(C)C)=O di-octadecyl-2-(3-tert-butyl-4-hydroxy-5-ethylbenzyl)-malonate